BrCC1(COC=2C(OC1)=CSC2)CBr 3,3-bis(bromomethyl)-3,4-dihydro-2H-thieno[3,4-b][1,4]dioxepine